NC=1C=C(C=C2C=C(N=CC12)NC(=O)[C@H]1[C@@H](C1)C#N)C=1C=NC(=CC1C)C#N trans-N-(8-amino-6-(6-cyano-4-methylpyridin-3-yl)isoquinolin-3-yl)-2-cyanocyclopropan-1-carboxamide